C1(=C(C=CC=C1)N(C1=CC=2C(C3=CC=CC=C3C2C=C1)(C)C)C=1C=C(C=C(C1)C1=CC(=CC(=C1)C(C)(C)C)C1=CC(=CC(=C1)C(C)(C)C)C(C)(C)C)C(C)(C)C)C1=CC=CC=C1 N-(1,1'-biphenyl-2-yl)-N-(3,3'',5',5''-tetra-tert-butyl-1,1':3',1''-terphenyl-5-yl)-9,9-dimethyl-9H-fluoren-2-amine